FC(C=1C=C(C=C(C1C(F)(F)F)C(F)(F)F)O)(F)F 3,4,5-tris(trifluoromethyl)phenol